CN1C(CCC1)C=O 1-Methyl-2-pyrrolidinecarbaldehyde